7-chloro-2-(methoxymethyl)-5-(4,4,5,5-tetramethyl-1,3,2-dioxaborolan-2-yl)quinoxaline ClC1=CC(=C2N=CC(=NC2=C1)COC)B1OC(C(O1)(C)C)(C)C